2-(cyclopropylsulfanyl)-4-methylpyridine-3-carboxylate C1(CC1)SC1=NC=CC(=C1C(=O)[O-])C